(S)-N-((4-(cyclopropanesulfonamido)pyridin-2-yl)(1-methylpiperidin-4-yl)methyl)-5-(6-ethoxypyrazin-2-yl)thiazole-2-carboxamide C1(CC1)S(=O)(=O)NC1=CC(=NC=C1)[C@@H](NC(=O)C=1SC(=CN1)C1=NC(=CN=C1)OCC)C1CCN(CC1)C